NC1=CC=C(CNC(=O)C=2NC3=CC=C(C=C3C2S(=O)(=O)C2=CC(=CC(=C2)C)C)Cl)C=C1 N-(4-aminobenzyl)-5-chloro-3-((3,5-dimethylphenyl)sulfonyl)-1H-indole-2-carboxamide